C(C)SC(C(\C(=C\C1=CC=C(C=C1)OC)\C1=CC=CC=C1)=O)SCC (E)-1,1-Bis(ethylthio)-4-(4-methoxyphenyl)-3-phenylbut-en-2-one